ClC1=C2C(=NN(C2=CC=C1)S(=O)(=O)C1=CC=C(C=C1)C(C)(F)F)N1C[C@@H]([C@@H](C1)C)F 4-Chloro-1-[4-(1,1-difluoroethyl)phenyl]sulfonyl-3-[(3R,4R)-3-fluoro-4-methyl-pyrrolidin-1-yl]indazole